COC1=C(C=C(C=C1)Br)S(=O)(=O)NC(=O)/C=C/C2=CC=CC=C2CC3=CC4=CC=CC=C4C=C3 The molecule is an N-sulfonylcarboxamide resulting from the formal condensation of the carboxy group of o-naphthalen-2-ylcinnamic acid with the sulfonamide group of 5-bromo-2-methoxybenzenesulfonamide. It is a selective antagonist for the prostanoid receptor EP3, a prostaglandin receptor for prostaglandin E2 (PGE2). It has a role as a prostaglandin receptor antagonist. It is a N-sulfonylcarboxamide, a member of bromobenzenes and an aromatic ether.